ClC1=NC2=C(C(=C(N=C2C(=C1Br)I)Cl)Br)I 2,6-dichloro-3,7-dibromo-4,8-diiodo-1,5-naphthyridine